BrC1=CC=C(C=C1)[C@H]1[C@H](N2[C@H]1CN(C[C@@H]1[C@H](C2)OC(O1)(C)C)C(=O)NC1=CC=C(C=C1)OC1CC1)CN(C)C (3aR,6aR,7S,8S,10aS)-7-(4-bromophenyl)-N-(4-cyclopropoxyphenyl)-8-((dimethylamino)methyl)-2,2-dimethylhexahydro-3aH-azeto[1,2-a][1,3]dioxolo[4,5-f][1,4]diazocine-5(4H)-carboxamide